COC1=CC=C(C=C1)C1(C=CC2=C(O1)C=1C=C(C(=CC1C1=C2C(C2=C(C=C(C=C21)OC)OC)(C)C)OC)OC)C2=CC=C(C=C2)OC 3,3-bis(4-methoxyphenyl)-6,7,10,12-tetramethoxy-13,13-dimethyl-3H,13H-indeno[2',3':3,4]naphtho[1,2-b]pyran